(R)-4-(((1r,4R)-4-hydroxycyclohexyl)amino)-2-(4-(5-methyl-1,3,4-oxadiazol-2-yl)phenyl)-6,7-dihydrothieno[3,2-d]pyrimidine 5-oxide OC1CCC(CC1)NC=1C2=C(N=C(N1)C1=CC=C(C=C1)C=1OC(=NN1)C)CC[S@]2=O